3-methyl-4-(pyrrolidin-1-yl)-3-(trifluoromethyl)-2,3-dihydro-1H-pyrrole-1-carboxylic acid tert-butyl ester C(C)(C)(C)OC(=O)N1CC(C(=C1)N1CCCC1)(C(F)(F)F)C